6-(2,2,2-trifluoroethyl)pteridin-4(3H)-one FC(CC=1N=C2C(NC=NC2=NC1)=O)(F)F